C(CCC)[C@@H]1N(S(C2=C(N(C1)C1=CC=CC=C1)C=C(C(=C2)OCC(C(=O)OC)O)SC)(=O)=O)C Methyl 3-(((S)-3-butyl-2-methyl-7-(methylthio)-1,1-dioxido-5-phenyl-2,3,4,5-tetrahydro-1,2,5-benzothiadiazepin-8-yl)oxy)-2-hydroxypropanoate